ClC1=CC=C(CNC2=NC(=NC=C2C)NC2=CC3=C(B(OC3)O)C=C2)C=C1 5-((4-((4-chlorobenzyl)amino)-5-methylpyrimidin-2-yl)amino)benzo[c][1,2]oxaborole-1(3H)-ol